CC1(OB(OC1(C)C)C=1C=C2C=CC(=NC2=CC1)N)C 6-(4,4,5,5-tetramethyl-1,3,2-dioxaborolan-2-yl)quinolin-2-amine